6-[1-(7-cyclopropyl-1,4-dimethyl-1H-benzotriazol-5-yl)-3-ethoxy-3-oxopropyl]-1H-indole-1-carboxylate C1(CC1)C1=CC(=C(C2=C1N(N=N2)C)C)C(CC(=O)OCC)C2=CC=C1C=CN(C1=C2)C(=O)[O-]